diphenylbis(4-(2-hydroxyethoxy)phenyl)methane C1(=CC=CC=C1)C(C1=CC=C(C=C1)OCCO)(C1=CC=C(C=C1)OCCO)C1=CC=CC=C1